4-oxo-7-azaspiro[2.5]octane hydrochloride Cl.O=C1C2(CC2)CNCC1